N-((1,2,3,5,6,7-hexahydro-s-indacen-4-yl)carbamoyl)-2-((S)-16-hydroxy-1-phenyl-2,5,8,11,14-pentaoxaheptadecan-16-yl)thiazole-5-sulfonimidamide C1CCC2=C(C=3CCCC3C=C12)NC(=O)NS(=O)(=N)C1=CN=C(S1)[C@@](COCCOCCOCCOCCOCC1=CC=CC=C1)(C)O